C(C)(C)N1CC2=CC(=C(C=C2CC1)OC)NC=1N=NC(=C(N1)NC1=C(C=CC=C1)S(=O)(=O)C)C(=O)N ((2-isopropyl-6-methoxy-1,2,3,4-tetrahydroisoquinolin-7-yl)amino)-5-((2-(methylsulfonyl)phenyl)amino)-1,2,4-triazine-6-carboxamide